CC(=CC#N)CCC1=CC=CC=C1 3-Methyl-5-phenyl-2-pentenenitrile